Silver-silver bromide [Ag]Br.[Ag]